(2S)-N-(4-fluorophenyl)-2-[1-(trans-3-methoxycyclobutane-1-carbonyl)-1,2,3,4-tetrahydroquinolin-6-yl]propanamide FC1=CC=C(C=C1)NC([C@@H](C)C=1C=C2CCCN(C2=CC1)C(=O)[C@@H]1C[C@H](C1)OC)=O